1,1-bis(4-cyanatophenyl)-2-methylbutane O(C#N)C1=CC=C(C=C1)C(C(CC)C)C1=CC=C(C=C1)OC#N